N-(4-((3-((4-chloro-3-(trifluoromethyl)phenyl)sulfonamido)-5-methylpyridin-2-yl)oxy)-3-methoxyphenyl)but-2-ynamide ClC1=C(C=C(C=C1)S(=O)(=O)NC=1C(=NC=C(C1)C)OC1=C(C=C(C=C1)NC(C#CC)=O)OC)C(F)(F)F